FC1=CC=C2C(=CNC(C2=C1F)=O)[C@H](C)N(C(=O)C=1C=C2C=CC=CN2C1)C (S)-N-(1-(7,8-difluoro-1-oxo-1,2-dihydroisoquinolin-4-yl)ethyl)-N-methylindolizine-2-carboxamide